C(C1=CC=CC=C1)(C1=CC=CC=C1)(C1=CC=CC=C1)N1C=NC=C1CCC(=O)O 3-(1-trityl-1H-imidazol-5-yl)Propanoic Acid